FC1=C(C=CC(=C1OC)N1CC(C1)NC=1OC(=NN1)C1CC2(C1)CCC2)C2C(NC(CC2)=O)=O 3-(2-fluoro-3-methoxy-4-(3-((5-(spiro[3.3]heptan-2-yl)-1,3,4-oxadiazol-2-yl)amino)azetidin-1-yl)phenyl)piperidine-2,6-dione